C1(CC1)[C@H](C(=O)NCC1=C2C(=NC=3C=C(C(=CC13)C)F)C1=CC3=C(C(N1C2)=O)COC([C@]3(O)CC)=O)O (R)-2-cyclopropyl-N-(((S)-4-ethyl-8-fluoro-4-hydroxy-9-methyl-3,14-dioxo-3,4,12,14-tetrahydro-1H-pyrano[3',4':6,7]indolizino[1,2-b]quinolin-11-yl)methyl)-2-hydroxyacetamide